ClC=1C(=CC2=C(NC(=N2)OC=2C=CC(=C(C(=O)O)C2)C)C1)C1=CC=C(C=C1)C1=CC=C(C=C1)CN1CC(C1)OCCOC 5-((6-chloro-5-(4'-((3-(2-methoxyethoxy)azetidin-1-yl)methyl)-[1,1'-biphenyl]-4-yl)-1H-benzo[d]imidazol-2-yl)oxy)-2-methylbenzoic acid